3-(dimethylamino)-2-(2-thenoyl)acrylonitrile CN(C=C(C#N)C(C1=CC=CS1)=O)C